6-chloro-4-iodoisoquinolin-1(2H)-one ClC=1C=C2C(=CNC(C2=CC1)=O)I